6-Chloro-N-(5-fluoro-6-methylpyridin-2-yl)-N,3-dimethylpyridine-2-carboxamide ClC1=CC=C(C(=N1)C(=O)N(C)C1=NC(=C(C=C1)F)C)C